(R)-3-aminotetrahydrofuran p-toluenesulfonate CC1=CC=C(C=C1)S(=O)(=O)O.N[C@H]1COCC1